C(C)N1CC(CC1=O)C(=O)NCC1=CC=C(C=C1)NC1=CC=CC=C1 1-Ethyl-5-oxo-N-(4-(phenylamino)benzyl)pyrrolidine-3-carboxamide